O[C@@H]1[C@H](C2=CC=CC=C2C1)NC(=O)C1=CC2=C(N=C(S2)C2CCNCC2)C=C1 N-((1S,2S)-2-hydroxy-2,3-dihydro-1H-inden-1-yl)-2-(piperidin-4-yl)benzo[d]thiazole-6-carboxamide